C(C)C1(NC(N(C(C1)=O)[C@H](C)C=1C=C(C(=O)N[C@H]2[C@](C(OC3=CC=CC=C23)(C)C)(C)O)C=CC1)=N)CC 3-[(1R)-1-(4,4-diethyl-2-imino-6-oxo-hexahydropyrimidin-1-yl)ethyl]-N-[(3S,4R)-3-hydroxy-2,2,3-trimethyl-chroman-4-yl]benzamide